2-(1-trityl-1H-imidazol-4-yl)thiophen-3-amine C(C1=CC=CC=C1)(C1=CC=CC=C1)(C1=CC=CC=C1)N1C=NC(=C1)C=1SC=CC1N